N-(5-(((5-(tert-butyl)oxazol-2-yl)methyl)thio)thiazol-2-yl)-1-(4-(2,6-dioxopiperidin-3-yl)benzyl)piperidine-4-carboxamide C(C)(C)(C)C1=CN=C(O1)CSC1=CN=C(S1)NC(=O)C1CCN(CC1)CC1=CC=C(C=C1)C1C(NC(CC1)=O)=O